C12N(CCC2C1)C(=O)C1=CC=C(C=C1)C1=C(N(C=2N=CN=C(C21)N)C)C2=C(C=C(C=C2)NC(C(=C)C)=O)F N-(4-(5-(4-(2-azabicyclo[3.1.0]hexane-2-carbonyl)phenyl)-4-amino-7-methyl-7H-pyrrolo[2,3-d]pyrimidin-6-yl)-3-fluorophenyl)methacrylamide